NC1=CC=2C(C=3N=C(N=CC3C2C=C1)C(F)(F)F)=O 7-amino-2-trifluoromethyl-9H-indeno[2,1-d]pyrimidin-9-one